N-(1-((1r,4r)-4-ethoxycyclohexyl)-3-(pyridin-2-yl)-1H-pyrazol-4-yl)-5-(1H-pyrazol-4-yl)furan-2-carboxamide C(C)OC1CCC(CC1)N1N=C(C(=C1)NC(=O)C=1OC(=CC1)C=1C=NNC1)C1=NC=CC=C1